N1(C=NC=C1)CCCN(CCC[Si](OCC)(OCC)OCC)CCC[Si](OCC)(OCC)OCC N-(3-(1H-imidazol-1-yl)propyl)-3-(triethoxysilyl)-N-(3-(triethoxysilyl)propyl)propan-1-amine